FC1=CC=2N(C=C1)C(=CN2)C(=O)N2CC1=C(CC2)C(=CS1)C(=O)NC=1C=NC=C(C1)C(F)(F)F 6-(7-Fluoroimidazo[1,2-a]pyridin-3-carbonyl)-N-(5-(trifluoromethyl)pyridin-3-yl)-4,5,6,7-tetrahydrothieno[2,3-c]pyridin-3-carboxamid